ClC=1C=CC=C2C(N=C(NC12)C1=CC=C(C=N1)C1=C(C(=O)O)C=CC=C1)(C)C (6-(8-chloro-4,4-dimethyl-1,4-dihydroquinazolin-2-yl)pyridin-3-yl)benzoic acid